ethyl 3-((difluoromethoxy)methyl)-1-methyl-1H-pyrazole-5-carboxylate FC(OCC1=NN(C(=C1)C(=O)OCC)C)F